3-[(4-Methylphenoxymethylthio)methyl]-1H-1,2,4-triazole-5(4H)-thione CC1=CC=C(OCSCC2=NNC(N2)=S)C=C1